3,3',5,5'-Tetrakis(methoxymethyl)[1,1'-biphenyl]-4,4'-diol COCC=1C=C(C=C(C1O)COC)C1=CC(=C(C(=C1)COC)O)COC